NC(C#N)CC=1C(NC=CC1)=O 2-amino-3-(2-oxo-1,2-dihydropyridin-3-yl)propanenitrile